1-(5-bromo-1-[[2-(trimethylsilyl)ethoxy]methyl]-1,2,4-triazole-3-carbonyl)piperidine-4-carboxylate BrC1=NC(=NN1COCC[Si](C)(C)C)C(=O)N1CCC(CC1)C(=O)[O-]